FC=1C=C(CC2=C(C=C(C=C2)C)N2C(SCC2=O)=N)C=CC1 3-(2-(3-fluorobenzyl)-5-methylphenyl)-2-iminothiazolidin-4-one